N'-acryloyl-3-(8-chloronaphthalene-1-yl)-6-(3-(dimethylamino)azetidin-1-yl)phenanthridine-9-carbohydrazide C(C=C)(=O)NNC(=O)C=1C=CC2=C(N=C3C=C(C=CC3=C2C1)C1=CC=CC2=CC=CC(=C12)Cl)N1CC(C1)N(C)C